ClC1=CC(=C(C=C1)C1=C2C(=C(N=N1)NC1C(COCC1)C)C=NC=C2)OC 1-(4-chloro-2-methoxyphenyl)-N-(3-methyltetrahydro-2H-pyran-4-yl)pyrido[3,4-d]pyridazin-4-amine